C(C(C)C)OC=1C=CC(=NC1)N 5-isobutoxypyridin-2-amine